2-(4-(hydroxymethyl)phenyl)ethanol OCC1=CC=C(C=C1)CCO